tert-butyl N-(5-methyl-1,2-benzothiazol-4-yl)carbamate CC=1C=CC2=C(C=NS2)C1NC(OC(C)(C)C)=O